3-(benzyloxy)-N-{(1S)-1-[1-(5-cyanopyridin-2-yl)-3-methyl-1H-1,2,4-triazol-5-yl]ethyl}-5-(trifluoromethyl)benzamide C(C1=CC=CC=C1)OC=1C=C(C(=O)N[C@@H](C)C2=NC(=NN2C2=NC=C(C=C2)C#N)C)C=C(C1)C(F)(F)F